C1(CCC1)C1=CNC=2N=CC=3C=CC(=CC3C21)C=2C=C(C=NC2)N2C[C@@H](CC2)O (R)-1-(5-(1-cyclobutyl-3H-pyrrolo[2,3-c]isoquinolin-8-yl)pyridin-3-yl)pyrrolidin-3-ol